(3-amino-5-(3-chlorophenyl)-1H-pyrazol-1-yl)(3,4,5-trimethoxyphenyl)methanone NC1=NN(C(=C1)C1=CC(=CC=C1)Cl)C(=O)C1=CC(=C(C(=C1)OC)OC)OC